4-ethynyl-cyclohexane-6-one C(#C)C1CCCC(C1)=O